2-ethoxy-5-isobutanoylamino-N-(1-(3-methylphenyl)ethyl)picolinamide C(C)OC1(NC=C(C=C1)NC(C(C)C)=O)C(=O)NC(C)C1=CC(=CC=C1)C